ClC1=CC2=CC(=CC=C2C=C1)Cl 2,7-Dichloronaphthalin